C(C)(C)(C)OC(=O)N1C(N(C2=C1C=C(C=C2)Cl)CC2=CC(=CC=C2)OC)=O 6-chloro-3-(3-methoxybenzyl)-2-oxo-2,3-dihydro-1H-benzo[d]Imidazole-1-carboxylic acid tert-butyl ester